3-(cyclopropylthio)pyridin-2-amine C1(CC1)SC=1C(=NC=CC1)N